(R)-5-(2-ethoxy-3-pyridinyl)-3-methyl-1-[1-methylpropyl]-N-[(1-methylpyrazol-3-yl)methyl]pyrazolo[4,3-b]pyridin-7-amine C(C)OC1=NC=CC=C1C1=CC(=C2C(=N1)C(=NN2[C@@H](CC)C)C)NCC2=NN(C=C2)C